[Si](C)(C)(C(C)(C)C)OC[C@@H](C(=O)OC)NC(=O)C=1N=C(SC1)C1CN(CCC1)C(=O)OC(C)(C)C Tert-butyl 3-(4-(((S)-3-((tert-butyldimethylsilyl)oxy)-1-methoxy-1-oxopropan-2-yl)carbamoyl)thiazol-2-yl)piperidine-1-carboxylate